(E)-3-(3-ethynyl-4-(trifluoromethyl)styryl)azetidine hydrochloride Cl.C(#C)C=1C=C(/C=C/C2CNC2)C=CC1C(F)(F)F